CC1(CC(CC(C1)(C)C)NC(CC)=O)C N-(3,3,5,5-tetramethylcyclohexyl)propanamide